sodium (2R)-2-[(1S)-1,2-dihydroxyethyl]-3-hydroxy-5-oxo-2H-furan-4-olate O[C@@H](CO)[C@H]1OC(C(=C1O)[O-])=O.[Na+]